(R or S)-3-(3-fluoro-4-methylphenyl)-N-(2-methoxy-5-(trifluoromethyl)pyridin-3-yl)-3-(1,2,4-thiadiazol-5-yl)pyrrolidine-1-carboxamide FC=1C=C(C=CC1C)[C@]1(CN(CC1)C(=O)NC=1C(=NC=C(C1)C(F)(F)F)OC)C1=NC=NS1 |o1:8|